[Br-].[NH4+].[NH4+].[Br-] Di-ammonium bromide